N-(4-(4-amino-7-methyl-5-(4-(methyl(pyrimidin-2-yl)amino)phenyl)-7H-pyrrolo[2,3-d]pyrimidin-6-yl)phenyl)acrylamide NC=1C2=C(N=CN1)N(C(=C2C2=CC=C(C=C2)N(C2=NC=CC=N2)C)C2=CC=C(C=C2)NC(C=C)=O)C